Sodium ditaurate NCCS(=O)(=O)[O-].NCCS(=O)(=O)[O-].[Na+].[Na+]